N-(4-methyl-3-(7-(methylamino)-1,6-naphthyridin-3-yl)phenyl)-4-(2,2,2-trifluoro-1-(methylamino)ethyl)picolinamide CC1=C(C=C(C=C1)NC(C1=NC=CC(=C1)C(C(F)(F)F)NC)=O)C=1C=NC2=CC(=NC=C2C1)NC